C(C)(=O)C1=CC(=C(C=2C=CC(=NC12)N1CCCC1)C#N)C 8-acetyl-6-methyl-2-(pyrrolidin-1-yl)quinoline-5-carbonitrile